O=S1(CCCCC1)=O 1,1-Dioxo-hexahydro-1λ6-thiopyran